C(#N)C[C@H]1[C@@H](C1)C(=O)O trans-2-(cyanomethyl)cyclopropane-1-carboxylic acid